(2S,3R,4R)-1-acetyl-2-cyclopropyl-3-methyl-4-((6-methylpyridin-2-yl)amino)-1,2,3,4-tetrahydroquinoline-6-carboxamide C(C)(=O)N1[C@H]([C@@H]([C@H](C2=CC(=CC=C12)C(=O)N)NC1=NC(=CC=C1)C)C)C1CC1